FC(S(=O)(=O)NC1CCC2(CN(C2)C[C@H]2CN(CC2)C(=O)OC(C)(C)C)CC1)(F)F (S)-tert-butyl 3-((7-(trifluoromethanesulfonamido)-2-azaspiro[3.5]nonan-2-yl)methyl)pyrrolidine-1-carboxylate